COCC(=O)N1CCN(CC1)C1=CC(=NC=C1)NC=1SC2=NC(=CC=C2N1)C1=CC(=NC=C1)C 2-methoxy-1-(4-(2-((5-(2-methylpyridin-4-yl)thiazolo[5,4-b]pyridin-2-yl)amino)pyridin-4-yl)piperazin-1-yl)ethanone